8-fluoro-N-(1-((1S,2R)-2-fluorocyclopropyl)-2-oxo-1,2-dihydropyridin-3-yl)-7-isopropoxy-2-((1R,4S)-1-methyl-2-oxabicyclo[2.2.1]hept-4-yl)imidazo[1,2-a]pyridine-6-carboxamide FC=1C=2N(C=C(C1OC(C)C)C(=O)NC=1C(N(C=CC1)[C@@H]1[C@@H](C1)F)=O)C=C(N2)[C@]21CO[C@](CC2)(C1)C